C(C)C1(COC1)COCC1(COC1)CC 3-Ethyl-3-[{(3-ethyloxetan-3-yl)methoxy}methyl]oxetane